(2S,4R)-1-[(2S)-2-(4-cyclopropyltriazol-1-yl)-3,3-dimethyl-butanoyl]-N-[[6-(3,4-dihydro-2H-quinolin-1-yl)-3-pyridyl]methyl]-4-hydroxy-pyrrolidine-2-carboxamide C1(CC1)C=1N=NN(C1)[C@H](C(=O)N1[C@@H](C[C@H](C1)O)C(=O)NCC=1C=NC(=CC1)N1CCCC2=CC=CC=C12)C(C)(C)C